C(C)O[Si](CCCSC#N)(OCC)OCC triethoxy(3-thiocyanopropyl)silane